N-(2-methyl-6-(6-methyl-7-oxo-6,7-dihydro-1H-pyrrolo[2,3-c]pyridin-4-yl)-1-(3-(trifluoromethyl)benzyl)-1H-benzo[d]imidazol-4-yl)ethanesulfonamide CC1=NC2=C(N1CC1=CC(=CC=C1)C(F)(F)F)C=C(C=C2NS(=O)(=O)CC)C=2C1=C(C(N(C2)C)=O)NC=C1